N[C@@H]1C(N(C2=C(OC1)C=C1C(=C2)N=C(O1)C1CC1)C)=O (S)-7-amino-2-cyclopropyl-5-methyl-7,8-dihydrooxazolo[4',5':4,5]benzo[1,2-b][1,4]oxazepin-6(5H)-one